CC1=C(C=CC=C1C)C1=C(C=C(C=C1)C(=O)N1[C@@H](C/C(/C1)=N/OC)CO)C(=O)N1CCOCC1 (2S,4Z)-(2',3'-dimethyl-2-(morpholine-4-carbonyl)-[1,1'-biphenyl]-4-yl)(2-(hydroxymethyl)-4-(methoxyimino)pyrrolidin-1-yl)methanone